ClC1=C(CC(CC1)NC(OCC1=CC=CC=C1)=O)C=NO benzyl N-[4-chloro-3-[hydroxyiminomethyl]cyclohex-3-en-1-yl]carbamate